C(C)B(C=1C=NC=CC1)CC diethyl-(3-pyridyl)borane